BrC1=CC(=C(C=C1)NC(CC1=CC=C(C=C1)C#N)=O)I N-(4-bromo-2-iodophenyl)-2-(4-cyanophenyl)acetamide